CN1CC(CCC1)CN(CCC(=O)OCC(CCCCCCCCCC)CCCCCCCC)CCC(=O)OCC(CCCCCCCCCC)CCCCCCCC bis(2-octyldodecyl) 3,3'-(((1-methylpiperidin-3-yl)methyl)azanediyl)dipropionate